[6-(3-cyclopropyl-1H-pyrazol-5-yl)-2-azaspiro[3.3]heptan-2-yl]-[6-[(3-cyclopropyl-1H-1,2,4-triazol-5-yl)methyl]-2-azaspiro[3.3]heptan-2-yl]methanone C1(CC1)C1=NNC(=C1)C1CC2(CN(C2)C(=O)N2CC3(C2)CC(C3)CC3=NC(=NN3)C3CC3)C1